CC1CN2N=CC(C3=NN(C=4C=CC(OCCCNC(O1)=O)=CC34)C3OCCCC3)=C2 7-methyl-19-(oxan-2-yl)-8,14-dioxa-4,5,10,19,20-pentaazatetracyclo[13.5.2.12,5.018,21]tricosa-1(20),2(23),3,15(22),16,18(21)-hexaen-9-one